propylene glycol di-pelargonate C(CCCCCCCC)(=O)OCC(C)OC(CCCCCCCC)=O